N-(5-((6-((R)-3-(2-chloro-3-fluorophenyl)-isoxazolidine-2-yl)pyrimidine-4-yl)amino)-4-methoxy-2-(4-(4-(oxetane-3-yl)piperazine-1-yl)piperidine-1-yl)phenyl)acrylamide ClC1=C(C=CC=C1F)[C@@H]1N(OCC1)C1=CC(=NC=N1)NC=1C(=CC(=C(C1)NC(C=C)=O)N1CCC(CC1)N1CCN(CC1)C1COC1)OC